(1,3-dimesityl-2,3-dihydro-1h-imidazol-2-ylidene)nickel(0) bis(di-tert-butyl fumarate) C(C)(C)(C)\C(=C(/C(=O)[O-])\C(C)(C)C)\C(=O)[O-].C(C)(C)(C)\C(=C(/C(=O)[O-])\C(C)(C)C)\C(=O)[O-].C1(=C(C(=CC(=C1)C)C)N1C(N(C=C1)C1=C(C=C(C=C1C)C)C)=[Ni-2])C